CC1=CN(C=2C=NNC(C21)=O)CCOCCC(N2CCN(CC2)C2=NC=C(C=N2)C(F)(F)F)=O 3-methyl-1-(2-(3-oxo-3-(4-(5-(trifluoromethyl)pyrimidin-2-yl)piperazin-1-yl)propoxy)ethyl)-1,5-dihydro-4H-pyrrolo[2,3-d]pyridazin-4-one